4-(2-(((2-Ethylamino)amino)methyl)-1-methyl-5-(4-methylphenyl)-1H-pyrrolo[2,3-c]pyridin-4-yl)benzonitrile CCNNCC1=CC=2C(=CN=C(C2C2=CC=C(C#N)C=C2)C2=CC=C(C=C2)C)N1C